tert-butyl N-[2-[[2-[2-[(2-azidoacetyl)amino]ethylamino]-2-oxo-ethyl]amino]-2-oxo-ethyl]carbamate N(=[N+]=[N-])CC(=O)NCCNC(CNC(CNC(OC(C)(C)C)=O)=O)=O